NC1=C(C=CC(=C1)OC(F)(F)F)C(=O)N1CCC(CC1)C1=C2C(=NC=C1)NC(=N2)[C@H]2OCCCC2 [2-amino-4-(trifluoromethoxy)phenyl]-[4-[2-[(2S)-tetrahydropyran-2-yl]-3H-imidazo[4,5-b]pyridin-7-yl]-1-piperidyl]methanone